histamineOne NCC(C1=CNC=N1)=O